5-(3-chloroimidazo[1,2-a]pyrimidin-6-yl)-N-(1-methylpiperidin-4-yl)pyrrolo[2,1-f][1,2,4]triazin-2-amine ClC1=CN=C2N1C=C(C=N2)C=2C=CN1N=C(N=CC12)NC1CCN(CC1)C